3-(3,5-bis(trifluoromethyl)phenyl)-1-(1-methyl-4-nitro-1H-imidazol-5-yl)-1H-1,2,4-triazole FC(C=1C=C(C=C(C1)C(F)(F)F)C1=NN(C=N1)C1=C(N=CN1C)[N+](=O)[O-])(F)F